(5S,7R,8R,9S,10R)-7-(hydroxymethyl)-10-(pyridin-4-ylmethoxy)-9-(4-(3,4,5-trifluorophenyl)-1H-1,2,3-triazol-1-yl)-1,6-dioxaspiro[4.5]decan-8-ol acetate C(C)(=O)O[C@H]1[C@H](O[C@@]2(CCCO2)[C@@H]([C@H]1N1N=NC(=C1)C1=CC(=C(C(=C1)F)F)F)OCC1=CC=NC=C1)CO